C1(CC1)C=1SC=2C(N([C@@H](COC2N1)C)C1CC2(CN(C2)S(=O)(=O)C2=C(C=CC=C2)F)C1)=O (6R)-2-cyclopropyl-7-[2-(2-fluorophenyl)sulfonyl-2-azaspiro[3.3]heptan-6-yl]-6-methyl-5,6-dihydrothiazolo[5,4-f][1,4]oxazepin-8-one